C(C)N(C=1C=CC2=NC3=CC=C(C=C3[O+]=C2C1)N(CC)CC)CC 3,7-Bis(diethylamino)-phenoxazin-5-ium